(S)-1-(3-(6-amino-7-(4-(cyclohexyloxy)phenyl)-7,8-dihydro-9H-purin-9-yl)pyrrolidin-1-yl)but-2-yn-1-one NC1=C2N(CN(C2=NC=N1)[C@@H]1CN(CC1)C(C#CC)=O)C1=CC=C(C=C1)OC1CCCCC1